5-[(1S,2S)-2-{[4-(aziridin-1-ylmethyl)-3-chlorophenyl]carbonyl}cyclopropyl]-2H-1,2,3,4-tetrazole N1(CC1)CC1=C(C=C(C=C1)C(=O)[C@@H]1[C@H](C1)C=1N=NNN1)Cl